BrC=1C=NC=2N(C1)N=CC2C2=CC(=NC=C2)C(F)(F)F 6-Bromo-3-(2-(trifluoromethyl)pyridin-4-yl)pyrazolo[1,5-a]pyrimidine